[1-(2,3-dihydrobenzo[1,4]dioxin-2-ylmethyl)-3-ethylpiperidin-3-yl]methanol O1C(COC2=C1C=CC=C2)CN2CC(CCC2)(CC)CO